C[Si](N(C(C)=O)C)(N(C(C)=O)C)N(C(C)=O)C methyl-tri(N-methylacetamido)silane